C1(=CC(=CC(=C1)C(=O)[O-])C(=O)[O-])C(=O)[O-].[Cu+2].C1(=CC(=CC(=C1)C(=O)[O-])C(=O)[O-])C(=O)[O-].[Cu+2].[Cu+2] copper 1,3,5-benzenetricarboxylate